COC(=O)C1=CC(=CC2=C1N(N=N2)CC2=CC=C(C=C2)OC(F)(F)F)Cl 5-chloro-1-(4-(trifluoromethoxy)benzyl)-1H-benzo[d][1,2,3]triazole-7-carboxylic acid methyl ester